C1(CCC(CC1)CC(=O)O)CC(=O)O 1,4-cyclohexanediacetic acid